C(N)(=O)CC1=NOC=C1 carbamoylmethylisoxazole